FC1=CC(=C(C=C1)C1=CC(=CC=C1)[N+](=O)[O-])C1=NNN=C1C 4-(4-fluoro-3'-nitro-[1,1'-biphenyl]-2-yl)-5-methyl-2H-1,2,3-triazole